2,3-dichloro-methyl-1,4,5-trifluoro-benzene ClC1=C(C(=C(C(=C1Cl)F)F)C)F